NC1=C(CCN(C2=NC(=CC(=C2)C(F)(F)F)Br)C)C=CC(=C1)C N-(2-amino-4-methylphenethyl)-6-bromo-N-methyl-4-(trifluoromethyl)pyridin-2-amine